ClC=1C=C(OC2=CC=C(C3=COC=C23)S(=O)(=O)C(F)F)C=C(C1)F 7-(3-chloro-5-fluorophenoxy)-4-((difluoromethyl)sulfonyl)isobenzofuran